1,2,3,3-tetrafluoropropene FC=C(C(F)F)F